3-cyclobutoxy-2-fluoro-4-((N-isopropyl-N-methylsulfamoyl)carbamoyl)benzoic acid C1(CCC1)OC=1C(=C(C(=O)O)C=CC1C(NS(N(C)C(C)C)(=O)=O)=O)F